C(CCCCCCCCCCCCCCC)(=O)OCC=CCCC=CCC nona-2,6-dien-1-yl hexadecanoate